FC1=CC(=C(C=C1)N([C@@H]1CC[C@H](CC1)N(C1=C(C(N(C=2C=CC(=NC12)C#N)C)=O)C#N)C)C[C@H]1COCC1)C trans-8-((4-((4-fluoro-2-methylphenyl)(((S)-tetrahydrofuran-3-yl)methyl)amino)cyclohexyl)(methyl)amino)-5-methyl-6-oxo-5,6-dihydro-1,5-naphthyridine-2,7-dicarbonitrile